ClC=1C=C(C(=NC1)N1CC(N(C2(CC(C2)O)C1=O)CC1=CC=C(C=C1)Cl)=O)F 8-(5-chloro-3-fluoropyridin-2-yl)-5-(4-chlorobenzyl)-2-hydroxy-5,8-diazaspiro[3.5]nonane-6,9-dione